4'-n-pentyl-4-cyanoterphenyl CCCCCC1=CC(=C(C=C1)C2=CC=C(C=C2)C#N)C3=CC=CC=C3